endo-methyl 7-(iodo (phenyl)methyl)-2-azabicyclo[2.2.2]oct-5-ene-2-carboxylate IC(C1C2N(CC(C=C2)C1)C(=O)OC)C1=CC=CC=C1